ClC1=C2CCN([C@@H](C2=C(C=C1)O)CN1C(CC(C1)C(F)(F)F)=O)C(=O)[C@H]1[C@](CCCC1)(C(=O)OCC1=C(C=C(C=C1)OC)OC)C 2,4-dimethoxybenzyl (1S,2R)-2-((1S)-5-chloro-8-hydroxy-1-((2-oxo-4-(trifluoromethyl)pyrrolidin-1-yl)methyl)-1,2,3,4-tetrahydroisoquinoline-2-carbonyl)-1-methylcyclohexane-1-carboxylate